4-(1-(1-propenylpiperidin-3-yl)-5-aminoimidazo[1,5-c]pyrimidin-3-yl)-N-(pyridin-2-yl)-2-(trifluoromethyl)benzamide C(=CC)N1CC(CCC1)C=1N=C(N2C(=NC=CC21)N)C2=CC(=C(C(=O)NC1=NC=CC=C1)C=C2)C(F)(F)F